O=C1O[C@H](CN1C=1C=CC2=C(NC(CO2)=O)C1)[C@@H](CN)O 6-[(5R)-2-oxo-5-[(1R)-2-amino-1-hydroxyethyl]-1,3-oxazolidin-3-yl]-4H-1,4-benzoxazin-3-one